N-(4-(tert-butyl)benzyl)-1,1-diphenyl-methylamine C(C)(C)(C)C1=CC=C(CNC(C2=CC=CC=C2)C2=CC=CC=C2)C=C1